(trifluoromethyl)pyridin-2-amine formate C(=O)O.FC(F)(F)C=1C(=NC=CC1)N